N-((5-cyclopropyl-6-fluoropyridin-2-yl)methylene)-2-methylpropan-2-sulfinamide C1(CC1)C=1C=CC(=NC1F)C=NS(=O)C(C)(C)C